N-methyl-4-aminobutyric acid sodium salt [Na+].CNCCCC(=O)[O-]